C(C(C)C)(=O)OC[C@H]1O[C@H]([C@]([C@@H]1OC(CC)=O)(C)F)N1C2=NC(=NC(=C2N=C1)NC)N ((2R,3R,4R,5R)-5-(2-amino-6-(methylamino)-9H-purin-9-yl)-4-fluoro-4-methyl-3-(propionyloxy)tetrahydrofuran-2-yl)methyl isobutyrate